8-Hydroxy-7-(5H-imidazo[5,1-a]isoindol-5-yl)-5,6,7,8-tetrahydronaphthalen-2-carboxamid OC1C(CCC=2C=CC(=CC12)C(=O)N)C1N2C(C3=CC=CC=C13)=CN=C2